7-Ethyl-4-(4-fluoro-3-(5-methoxy-1-methyl-1H-benzo[d][1,2,3]triazol-6-yl)phenyl)-7H-imidazo[4,5-c]pyridazine C(C)N1C=NC2=C1N=NC=C2C2=CC(=C(C=C2)F)C=2C(=CC1=C(N(N=N1)C)C2)OC